C1(CC1)C=1N(N=C2C(=CC(=CC12)C(F)(F)F)C(=O)OC)COC methyl 3-cyclopropyl-2-(methoxymethyl)-5-(trifluoromethyl)indazole-7-carboxylate